FC1=C(C=C(C(C1)(C(=O)O)C1=N[C@H](C=2N(C3=C1C(=C(S3)C)C)C(=NN2)C)CC(=O)OC)F)C2=CC=CC=C2 2,5-difluoro-4-[(6S)-6-(2-methoxy-2-oxoethyl)-2,3,9-trimethyl-6H-thieno[3,2-f][1,2,4]triazolo[4,3-a][1,4]diazepin-4-yl][1,1'-biphenyl]-4-carboxylic acid